ClC1=NC2=CC(=C(C=C2C(=N1)N[C@H](C)C=1C=C(C=CC1)C1=CC=C(C=C1)N(C)C)OC)OC (R)-2-chloro-N-(1-(4'-(dimethylamino)-[1,1'-biphenyl]-3-yl)ethyl)-6,7-dimethoxyquinazoline-4-amine